6-Fluoro-3,4-dihydro-1H-2-naphthalenone FC=1C=C2CCC(CC2=CC1)=O